OC(CNC(C1=CC=C(C=C1)C1=NC=CC2=C1C=CN2)=O)CO N-(2,3-dihydroxypropyl)-4-(1H-pyrrolo[3,2-c]pyridin-4-yl)benzamide